N-((1s,3S)-3-(2,4-dimethylphenyl)cyclobutyl)-N-methyl-6-oxo-7-oxa-5-azaspiro[3.4]octane-2-carboxamide CC1=C(C=CC(=C1)C)C1CC(C1)N(C(=O)C1CC2(C1)NC(OC2)=O)C